C(C)(C)(C)OC(=O)N1C[C@@H]([C@H](C1)C1=CC=C(C=C1)Cl)C(=O)O (3R,4S)-1-tert-butoxycarbonyl-4-(4-chlorophenyl)pyrrolidine-3-carboxylic acid